C(C(=O)O)CCCCC sec-heptanoic acid